(2S)-4,4-difluoro-2-(pyrrolidin-1-ylcarbonyl)pyrrolidin FC1(C[C@H](NC1)C(=O)N1CCCC1)F